isobutyl-(((3R,6S)-1-propenoyl-6-methylpiperidin-3-yl) amino)-7H-pyrrolo[2,3-d]pyrimidine-5-carboxylate C(C(C)C)C=1C2=C(N=C(N1)N[C@H]1CN([C@H](CC1)C)C(C=C)=O)NC=C2C(=O)[O-]